1-(tert-butyl) 3-ethyl-4-(6-chloro-8-fluoro-7-(2-fluoro-6-((4-methoxybenzyl) oxy) phenyl)-3-nitroquinolin-4-yl)-5,6-dihydropyridine-1,3(2H)-dicarboxylate C(C)C1(CN(CCC1C1=C(C=NC2=C(C(=C(C=C12)Cl)C1=C(C=CC=C1OCC1=CC=C(C=C1)OC)F)F)[N+](=O)[O-])C(=O)OC(C)(C)C)C(=O)[O-]